BrCC(C)=O 1-Bromopropan-2-one